ClC=1C=C(C=C(C1F)F)C1=C(C=CC=C1)[N+](=O)[O-] 3-chloro-4,5-difluoro-2'-nitrobiphenyl